NC1=C(C(=O)N2CCC(CC2)N2C(NC3=NC=C(C=C32)C3OCCC3)=O)C=CC(=C1)OC(F)(F)F 1-[1-[2-amino-4-(trifluoromethoxy)benzoyl]-4-piperidyl]-6-tetrahydrofuran-2-yl-3H-imidazo[4,5-b]pyridin-2-one